OC(=O)C(F)(F)F.FC=1C=C(N[C@@H]2C(NC(CC2)=O)=O)C=CC1C1CCNCC1 (3S)-3-[3-fluoro-4-(4-piperidyl)anilino]piperidine-2,6-dione TFA salt